COC(=O)C1CC=2C3=C(NC2CC1)N=NC(=C3)Cl 3-chloro-5H,7H,8H,9H-pyridazino[3,4-b]Indole-6-carboxylic acid methyl ester